IC=1C=2N(C(=NC1)N1CCC3(CC1)CC=1C(=NC=CC1)[C@H]3N)C=NN2 (S)-1'-(8-iodo[1,2,4]triazolo[4,3-C]pyrimidin-5-yl)-5,7-dihydrospiro[cyclopenta[b]pyridin-6,4'-piperidin]-7-amine